COC1=CC=C(C=C1)OC#CC propynyl (4-methoxy)phenyl ether